(3R)-2'-(6-amino-5-cyanopyridin-3-yl)-N-[2-(pyridin-2-yl)propan-2-yl]-5',6'-dihydrospiro[pyrrolidine-3,4'-pyrrolo[1,2-b]pyrazole]-1-carboxamide NC1=C(C=C(C=N1)C=1C=C2N(N1)CC[C@]21CN(CC1)C(=O)NC(C)(C)C1=NC=CC=C1)C#N